The molecule is a monocarboxylic acid anion resulting from the deprotonation of the carboxy group of quinclorac. The major species at pH 7.3. It is a conjugate base of a quinclorac. C1=CC(=C(C2=NC=C(C=C21)Cl)C(=O)[O-])Cl